7-bromo-8-methoxy-4H-benzo[b][1,2,4]triazolo[4,3-d][1,4]oxazine BrC=1C(=CC2=C(OCC=3N2C=NN3)C1)OC